C(C(C)C)C1=C(CC2N(C(C(NC(CNC(CN(C(CNC(CNC(CN(CC1)C2=O)=O)=O)=O)C)=O)=O)C)=O)C)CC(C)C bis(isobutyl)-10,19-dimethyl-17-methyl-1,4,7,10,13,16,19-heptaazabicyclo[18.5.1]hexacos-22-ene-3,6,9,12,15,18,26-heptone